BrC=1C=C2C(=NN(C(C2=CC1)=O)CC(=O)NC(C)C1CCC1)C(C)C 2-(6-bromo-1-oxo-4-propan-2-ylphthalazin-2-yl)-N-(1-cyclobutylethyl)acetamide